(R)-1-benzyl-4-(tert-Butyldimethylsiloxy)-2-pyrrolidone C(C1=CC=CC=C1)N1C(C[C@H](C1)O[Si](C)(C)C(C)(C)C)=O